N-(1,3-dimethyl-2-oxo-2,3-dihydro-1H-benzo[d]imidazol-5-yl)methanesulfonamide ethyl-3-[6-(6-isopropylsulfanyl-pyridin-2-yl)-quinolin-2-yl]-propionate C(C)OC(CCC1=NC2=CC=C(C=C2C=C1)C1=NC(=CC=C1)SC(C)C)=O.CN1C(N(C2=C1C=CC(=C2)NS(=O)(=O)C)C)=O